BrC1=NC=CC(=C1)S(=O)(=O)C 2-bromo-4-(methylsulfonyl)pyridine